Trifluoromethyl-1,2-benziodoxol-3(1H)-one FC(F)(F)I1OC(C2=C1C=CC=C2)=O